FC(C(=O)OOC(C(C(C(C(C(F)(F)F)(F)F)(F)F)(F)F)(F)F)=O)(C(C(C(C(F)(F)F)(F)F)(F)F)(F)F)F Di(Perfluorohexanoyl) peroxide